3-(5-aminonaphthalene-1-yl)-7-(1H-pyrrole-2-carbonyl)-N-(tetrahydro-2H-pyran-4-yl)-5,6,7,8-tetrahydroimidazo[1,5-a]Pyrazine-1-carboxamide NC1=C2C=CC=C(C2=CC=C1)C1=NC(=C2N1CCN(C2)C(=O)C=2NC=CC2)C(=O)NC2CCOCC2